para-Diiodobenzol IC1=CC=C(C=C1)I